C12N(CC(CC1)C2)CC(=O)NC=2C=C(C(=NC2)C)NC(=O)C=2C=NN1C2C=NC(=C1)N1CCOCC1 N-(5-(2-(2-azabicyclo[2.2.1]heptan-2-yl)acetamido)-2-methylpyridin-3-yl)-6-morpholinopyrazolo[1,5-a]pyrazine-3-carboxamide